4-butyl-2-(p-chlorophenyl)-1,2-dihydro-2,3,1-benzodiazaborinin-1-ol C(CCC)C1=NN(B(C2=C1C=CC=C2)O)C2=CC=C(C=C2)Cl